N-methoxy-N,3,3-trimethyl-hex-5-enamide CON(C(CC(CC=C)(C)C)=O)C